2'-oxo-1,1',2',3-tetrahydrospiro[indene-2,3'-pyrrolo[2,3-b]pyridine]-5-carboxylic acid methyl ester COC(=O)C=1C=C2CC3(C(NC4=NC=CC=C43)=O)CC2=CC1